N-(2,3-dihydro-1,4-benzoxazin-4-yl)-7-fluoro-4-(3-oxocyclobutyl)-8-(2,3,5-trifluorophenyl)quinoline O1CCN(C2=C1C=CC=C2)N2CC=C(C1=CC=C(C(=C21)C2=C(C(=CC(=C2)F)F)F)F)C2CC(C2)=O